5-(5-(3-bromo-4-methylphenyl)-4H-1,2,4-triazol-3-yl)-2-cyclopropylpyridine BrC=1C=C(C=CC1C)C=1NC(=NN1)C=1C=CC(=NC1)C1CC1